CN1C(=CC=2C=NC(=CC21)NC2CCOCC2)C=2N=CN(C2)C 1-methyl-2-(1-methyl-1H-imidazol-4-yl)-N-(tetrahydro-2H-pyran-4-yl)-1H-pyrrolo[3,2-c]pyridin-6-amine